4,4-Dimethyl-1-oxa-3-aza-cyclopentane CC1(NCOC1)C